8-fluoroquinolin FC=1C=CC=C2C=CC=NC12